2-(5-(cyclopropylmethyl)-4-(3-fluoro-4-sulfamoylbenzyl)-3-(3-((5-methylthiophen-2-yl)ethynyl)phenyl)-1H-pyrazol-1-yl)thiazole-4-carboxylic acid C1(CC1)CC1=C(C(=NN1C=1SC=C(N1)C(=O)O)C1=CC(=CC=C1)C#CC=1SC(=CC1)C)CC1=CC(=C(C=C1)S(N)(=O)=O)F